C(C)C1=C(C=C(C(=C1)O)F)C1=CC=C2C(=NNC2=C1)C1=NC2=C(N1)CN(C2)C(=O)C2=NC=C(N=C2)N2CCCCC2 (2-(6-(2-ethyl-5-fluoro-4-hydroxyphenyl)-1H-indazol-3-yl)-4,6-dihydropyrrolo[3,4-d]imidazole-5(1H)-yl)(5-(piperidin-1-yl)pyrazin-2-yl)methanone